3-(1-((endo)-2-Azabicyclo[2.1.1]hexan-5-yl)-8-(2-cyanoethyl)-2-ethyl-6-fluoro-7-(3-hydroxynaphthalen-1-yl)-1H-imidazo[4,5-c]quinolin-4-yl)-4-fluoro-N-methylbenzamide C12NCC(C1N1C(=NC=3C(=NC=4C(=C(C(=CC4C31)CCC#N)C3=CC(=CC1=CC=CC=C31)O)F)C=3C=C(C(=O)NC)C=CC3F)CC)C2